acetamido-5-(3-oxomorpholino)-[2,3'-bipyridine] C(C)(=O)NC=1C(=NC=C(C1)N1C(COCC1)=O)C=1C=NC=CC1